N-tert-butyl-8-(4-carbamoyl-6-methoxy-2-pyridyl)-1-(3,5-dichlorophenyl)-7-methoxy-N-methyl-5H-isochromeno[4,3-c]pyrazole-3-carboxamide C(C)(C)(C)N(C(=O)C=1C2=C(N(N1)C1=CC(=CC(=C1)Cl)Cl)C=1C=C(C(=CC1CO2)OC)C2=NC(=CC(=C2)C(N)=O)OC)C